5-oxo-5-(phenylamino)pentanoic acid O=C(CCCC(=O)O)NC1=CC=CC=C1